N-(6-(5-chlorobenzo[d]oxazol-2-yl)spiro[3.3]heptan-2-yl)-5-sulfamoylfuran-2-carboxamide ClC=1C=CC2=C(N=C(O2)C2CC3(CC(C3)NC(=O)C=3OC(=CC3)S(N)(=O)=O)C2)C1